C(CCCCCCC=CCC=CCCCCCCCC)(=O)[O-].[Na+] Sodium 8,11-eicosadienoate